(S)-homomorpholine-2-carboxylic acid N1C[C@H](OCCC1)C(=O)O